chloro-3-fluoro-N-methylpyridin-2-amine ClC1=C(C(=NC=C1)NC)F